ClC1=CC=C(C(=N1)S(=O)(=O)NC(C)=O)N[C@H](C)C1=CC(=CC=2C(C(=C(OC21)C=2C=NN(C2)C)C)=O)C N-[[6-chloro-3-[[(1R)-1-[3,6-dimethyl-2-(1-methylpyrazol-4-yl)-4-oxo-benzopyran-8-yl]ethyl]amino]-2-pyridinyl]sulfonyl]acetamide